C(CCC)OCCOCCOC=C(C)C1=CC(=CC=C1)C(=COCCC)C 1-(1-(2-(2-butoxyethoxy)ethoxy)prop-1-en-2-yl)-3-(1-propoxyprop-1-en-2-yl)benzene